BrC1=C(C=CC(=N1)C(C(=O)O)(C1=CC=CC=C1)F)F 2-(6-bromo-5-fluoropyridin-2-yl)-2-fluoro-2-phenylacetic acid